ClC1=C(C=CC=2C(=C3N(C12)CCN(C3)C(CCOCCOC)=O)C=3C=NNC3)Cl 1-(6,7-Dichloro-10-(1H-pyrazol-4-yl)-3,4-dihydropyrazino[1,2-a]indol-2(1H)-yl)-3-(2-methoxyethoxy)propan-1-one